4-trifluoromethyl-2-methylsulfonyl-benzoic acid FC(C1=CC(=C(C(=O)O)C=C1)S(=O)(=O)C)(F)F